O=C1NC(CCC1N1C(N(C2=C1C=CC(=C2)C2CCN(CC2)C(=O)N2CCN(CC2)C(=O)OC(C)(C)C)C)=O)=O tert-butyl 4-[4-[1-(2,6-dioxo-3-piperidyl)-3-methyl-2-oxo-benzimidazol-5-yl]piperidine-1-carbonyl]piperazine-1-carboxylate